CC1(OC2=CC(=C3C(=C2C2C1CCC(=C2)C)OC2(CCCC2)OC3=O)CCCCC)C 8,8,11-trimethyl-5-pentyl-8a,9,10,12a-tetrahydro-4H,8H-spiro[benzo[c][1,3]dioxino[4,5-f]chromene-2,1'-cyclopentan]-4-one